2-[[(1R)-1-[2-[3-(2-Fluorophenyl)-3-methyl-azetidin-1-yl]-3,6-dimethyl-4-oxo-chromen-8-yl]ethyl]amino]benzoic acid FC1=C(C=CC=C1)C1(CN(C1)C=1OC2=C(C=C(C=C2C(C1C)=O)C)[C@@H](C)NC1=C(C(=O)O)C=CC=C1)C